2-methyl-2,6-heptadienylacetate CC(CCC(=O)[O-])=CCCC=C